C(C)(C)(C)OC(=S)N1[C@@H](C2(C1)CC(C2)OC)C (1R,4s,6S)-6-methoxy-1-methyl-2-azaspiro[3.3]heptane-2-thiocarboxylic acid O-tert-butyl ester